6-[(3S)-3-(cyanomethyl)-4-prop-2-enoyl-piperazin-1-yl]-2-[[(2S)-1-(2-hydroxyethyl)pyrrolidin-2-yl]methylamino]-N-(3-hydroxy-1-naphthyl)pyrimidine-4-carboxamide C(#N)C[C@H]1CN(CCN1C(C=C)=O)C1=CC(=NC(=N1)NC[C@H]1N(CCC1)CCO)C(=O)NC1=CC(=CC2=CC=CC=C12)O